C(C=C)(=O)O.C(C=C)(=O)O.C1(CCCCCCCCC1)CO.C1(CCCCCCCCC1)CO.C1(CCCCCCCCC1)CO TricyclodecaneMethanol diacrylate